5-chloro-N-[2,4-difluoro-3-(2-{[(2R)-1-hydroxypropan-2-yl]amino}quinazolin-6-yl)phenyl]-2-methoxypyridine-3-sulfonamide ClC=1C=C(C(=NC1)OC)S(=O)(=O)NC1=C(C(=C(C=C1)F)C=1C=C2C=NC(=NC2=CC1)N[C@@H](CO)C)F